F[B-](F)(F)F.CC=1C=C(C=CC1)[N+]#N m-methylphenyl-diazonium tetrafluoroborate